FC(CN1[C@@H]2C(NC[C@H]1CC2)C)(F)F 2,2,2-trifluoro-1-((1S,5R)-2-methyl-3,8-diazabicyclo[3.2.1]octan-8-yl)ethan